FC1(CC(C1)C#N)F 3,3-difluoro-cyclobutanecarbonitrile